C(C)(C)N1N=C(C=C1)S(=O)(=O)NC(NC=1C=2CCCC2C(=C2CCCC12)B(O)O)=O (8-(3-((1-isopropyl-1H-pyrazol-3-yl)sulfonyl)ureido)-1,2,3,5,6,7-hexahydro-s-indacen-4-yl)boronic acid